5-(1-methylsulfonylcyclopropyl)-N-[3-[5-(4,4,5,5-tetramethyl-1,3,2-dioxaborolan-2-yl)thiazol-2-yl]-1-bicyclo[1.1.1]pentanyl]furan-2-carboxamide CS(=O)(=O)C1(CC1)C1=CC=C(O1)C(=O)NC12CC(C1)(C2)C=2SC(=CN2)B2OC(C(O2)(C)C)(C)C